ClC=1C=C(C(=O)N(CC2CC2)C(C)C2=NC=CN=C2Cl)C=C(C1)S(=O)(=O)C1=CC=C(C=C1)F 3-chloro-N-[1-(3-chloropyrazin-2-yl)ethyl]-N-(cyclopropyl-methyl)-5-(4-fluorophenyl)sulfonyl-benzamide